CN1N=C(C(=C1NC(C[C@@H]1C(C(C1)(F)F)(F)F)=O)C)C(F)(F)F (S)-N-(1,4-dimethyl-3-(trifluoro-methyl)-1H-pyrazol-5-yl)-2-(2,2,3,3-tetrafluorocyclobutyl)acetamide